(±)-epoxypropanol C1(C(C)O1)O